3-(1-Methyl-cyclopropyl)-[1,2,4]oxadiazole-5-carboxylic acid {(R)-6-[2-(1-isopropyl-5-methyl-1H-pyrazol-4-yl)-3H-imidazo[4,5-b]pyridin-7-yl]-1,2,3,4-tetrahydro-naphthalen-1-yl}-amide C(C)(C)N1N=CC(=C1C)C1=NC=2C(=NC=CC2C=2C=C3CCC[C@H](C3=CC2)NC(=O)C2=NC(=NO2)C2(CC2)C)N1